C1(CCC1)NC(C1=CC=C(C(=O)NC2=CC(=CC=C2)C#CC2=NC=CC=C2)C=C1)=O N1-cyclobutyl-N4-(3-(pyridin-2-ylethynyl)phenyl)terephthalamide